P(=O)(OCCOC(C(=C)C)=O)(OCCOC(C(=C)C)=O)[O-] Bis[2-(methacryloxy) ethyl] phosphate